C(C)(C)(C)OC(=O)N1CCC(CC1)CC#CC1=CC=CC=2N(C(N(C21)C)=O)C2C(NC(CC2)=O)=O 4-{3-[1-(2,6-dioxopiperidin-3-yl)-3-methyl-2-oxo-1,3-benzodiazol-4-yl]prop-2-yn-1-yl}piperidine-1-carboxylic acid tert-butyl ester